tert-Butyl (S)-methyl(3-(thiophen-2-yl)-3-((tributylsilyl)oxy)propyl)carbamate CN(C(OC(C)(C)C)=O)CC[C@H](O[Si](CCCC)(CCCC)CCCC)C=1SC=CC1